COC(C[N+]1=CC=C(C=C1)C)CCCC 1-(2-methoxyhexyl)-4-methylpyridin-1-ium